N-acryloxyethyl-hexahydrophthalic acid amide C(C=C)(=O)OCCNC(C1C(C(=O)O)CCCC1)=O